COC1=CC(=NC=C1)S(=O)(=O)NC=1C=CC=C2C=CC=NC12 4-methoxy-N-(quinolin-8-yl)pyridine-2-sulfonamide